N5-(4-(oxetan-3-ylamino)phenethyl)-2-phenyl-[1,2,4]triazolo[1,5-a][1,3,5]triazine-5,7-diamine O1CC(C1)NC1=CC=C(CCNC2=NC=3N(C(=N2)N)N=C(N3)C3=CC=CC=C3)C=C1